6-(3-(3-fluoro-5-(1-neopentylpiperidin-4-yl)pyridin-2-yl)-4-isopropyl-1H-pyrazol-5-yl)-8-methoxy-[1,2,4]triazolo[1,5-a]pyridine FC=1C(=NC=C(C1)C1CCN(CC1)CC(C)(C)C)C1=NNC(=C1C(C)C)C=1C=C(C=2N(C1)N=CN2)OC